(2S,3R,E)-2-aminotricos-4-ene-1,3-diol N[C@@H](CO)[C@@H](\C=C\CCCCCCCCCCCCCCCCCC)O